BrC=1C=C(C=C2C(=NC(=NC12)Cl)Cl)S(=O)(=O)NC1(CC1)C 8-bromo-2,4-dichloro-N-(1-methylcyclopropyl)quinazoline-6-sulfonamide